(Z)-2-cyano-3-hydroxy-N-(5-methoxy-4-phenethylpyrimidin-2-yl)-3-(5-methylisoxazol-4-yl)acrylamide butenyl-adipate C(=CCC)OC(CCCCC(=O)O)=O.C(#N)/C(/C(=O)NC1=NC=C(C(=N1)CCC1=CC=CC=C1)OC)=C(\C=1C=NOC1C)/O